(5-((4-methoxy-2-methyl-5-(morpholine-4-carbonyl)phenyl)thio)thiazol-2-yl)benzamide COC1=CC(=C(C=C1C(=O)N1CCOCC1)SC1=CN=C(S1)C1=C(C(=O)N)C=CC=C1)C